6-bromo-7-fluoro-2-[4-[6-oxo-5-(trifluoromethyl)-1-(2-trimethylsilylethoxymethyl)pyridazin-4-yl]oxopentyl]isoquinolin-1-one BrC=1C=C2C=CN(C(C2=CC1F)=O)CCCC(C=O)C=1C=NN(C(C1C(F)(F)F)=O)COCC[Si](C)(C)C